ClC=1C(=NC2=CC(=C(N=C2C1N[C@H](C(F)F)C=1C=C(C#N)C=CC1F)C=1C=NC(=NC1)P(=O)(C)C)F)C (S)-3-(1-((3-chloro-6-(2-(dimethylphosphoryl)pyrimidin-5-yl)-7-fluoro-2-methyl-1,5-naphthyridin-4-yl)amino)-2,2-difluoroethyl)-4-fluorobenzonitrile